NCC1CCC(CC1)OC1=CC=C(C=C1)NC(=O)NCC=1C=C2CN(C(C2=CC1)=O)C1C(NC(CC1)=O)=O 1-(4-(((1s,4s)-4-(aminomethyl)cyclohexyl)oxy)phenyl)-3-((2-(2,6-dioxopiperidin-3-yl)-1-oxoisoindolin-5-yl)methyl)urea